2-(2-Chloro-7,8-dihydro-1,6-naphthyridine-6(5H)-yl)-2-acetoxyacetamide ClC1=NC=2CCN(CC2C=C1)C(C(=O)N)OC(C)=O